Ethyl 2-(2,6-dimethyl-4-((5-oxo-4-(p-tolyl)-4,5-dihydro-1H-1,2,4-triazol-1-yl) methyl) phenoxy)-2-methylpropionate CC1=C(OC(C(=O)OCC)(C)C)C(=CC(=C1)CN1N=CN(C1=O)C1=CC=C(C=C1)C)C